[(6-bromopyridin-3-yl)(4,5-dichloro-2-hydroxyphenyl)methyl]acetamide BrC1=CC=C(C=N1)C(C1=C(C=C(C(=C1)Cl)Cl)O)CC(=O)N